C([C@@H](O)[C@@H](O)CO)O l-erythritol